5-(1-((3-methyloxetan-3-yl)methyl)-1H-pyrazol-4-yl)-N-(1-((3-methyloxetan-3-yl)methyl)-3-(pyridin-2-yl)-1H-pyrazol-4-yl)furan-2-carboxamide Formic Acid Salt C(=O)O.CC1(COC1)CN1N=CC(=C1)C1=CC=C(O1)C(=O)NC=1C(=NN(C1)CC1(COC1)C)C1=NC=CC=C1